CCCCCC=CC octan-6-ene